N-[(S)-(4,4-Difluorocyclohexyl){5-[(1R)-1-(2,2-Difluoropropylcarbamoyl)-3,3-Difluoro-butyl]-4-fluoro-1H-benzimidazol-2-yl}methyl]-2-isopropyl-1,2,4-triazole-3-carboxamide FC1(CCC(CC1)[C@H](NC(=O)C=1N(N=CN1)C(C)C)C1=NC2=C(N1)C=CC(=C2F)[C@@H](CC(C)(F)F)C(NCC(C)(F)F)=O)F